COC1=C(N)C=CC(=C1)C1CN(CC1)C 2-Methoxy-4-(1-methylpyrrolidin-3-yl)aniline